1-(difluoromethoxy)-2-fluoro-3-nitrobenzene FC(OC1=C(C(=CC=C1)[N+](=O)[O-])F)F